C1(CC1)C=1N(C(=NN1)C=1C=C(C(=CC1)NC[C@H]1OCC1)N)COCC[Si](C)(C)C (S)-4-(5-cyclopropyl-4-((2-(trimethylsilyl)ethoxy)methyl)-4H-1,2,4-triazol-3-yl)-N1-(oxetan-2-ylmethyl)benzene-1,2-diamine